C(CCCCCCC\C=C/CCCCCCCC)C(N)N oleylmethylenediamine